4-(2,3-Difluoro-4-trifluoromethylphenyl)-4'-propyl-bicyclohexyl FC1=C(C=CC(=C1F)C(F)(F)F)C1CCC(CC1)C1CCC(CC1)CCC